C1(=CC=CC=C1)C1(C(=O)OCC1)C1=CC=CC=C1 α,α-diphenyl-γ-butyrolactone